1,9-diethyl nonanedioate C(CCCCCCCC(=O)OCC)(=O)OCC